ClC=1N=C(C2=C(N1)N(C=C2)[C@H]2[C@@H]([C@@H]([C@H](O2)COCP(O)(O)=O)O)O)N[C@@H](C(C)C)C2=CC=CC=C2 [(2R,3S,4R,5R)-5-[2-chloro-4-[[(1S)-2-methyl-1-phenyl-propyl]amino]pyrrolo-[2,3-d]pyrimidin-7-yl]-3,4-dihydroxy-tetrahydrofuran-2-yl]methoxymethyl-phosphonic acid